rac-tert-butyl (RS)-2-(1H-indol-6-yl)-4-methyl-3-(pyridin-4-yl)-6,7-dihydropyrazolo[1,5-a]pyrazine-5(4H)-carboxylate N1C=CC2=CC=C(C=C12)C1=NN2C([C@H](N(CC2)C(=O)OC(C)(C)C)C)=C1C1=CC=NC=C1 |r|